5-(2-hydroxypropan-2-yl)benzenesulfonimidamide OC(C)(C)C=1C=CC=C(C1)S(=O)(N)=N